ClC1=CC=C2C(CCOC2=C1)(CO)COC1=C(C=C(C(=O)OC(C)(C)C)C=C1)[N+](=O)[O-] tert-butyl 4-((7-chloro-4-(hydroxymethyl) chroman-4-yl) methoxy)-3-nitrobenzoate